C(C)(C)C=1C(=NNC1C=1C=C(C=2N(C1)N=CN2)C)C2CCC(CC2)N2CCC(CC2)N(C)C 1-(4-(4-isopropyl-5-(8-methyl-[1,2,4]triazolo[1,5-a]pyridin-6-yl)-1H-pyrazol-3-yl)cyclohexyl)-N,N-dimethylpiperidin-4-amine